(2R,4R)-4-((tert-Butyldimethylsilyl)oxy)-pyrrolidine-1,2-dicarboxylic acid 1-(tert-butyl) 2-methyl ester COC(=O)[C@@H]1N(C[C@@H](C1)O[Si](C)(C)C(C)(C)C)C(=O)OC(C)(C)C